(6-methoxy-2-azaspiro[3.3]hept-2-yl)methanone COC1CC2(CN(C2)C=O)C1